CC(C=O)(CO)C α,α-dimethyl-β-hydroxypropionaldehyde